Cl.Cl.F[C@H]1C(NC(C[C@H]1OC1=CC=C(N=N1)C1=NC=C(C=C1O)C=1C=CC=2N(N1)C=CN2)(C)C)(C)C 2-(6-{[(3S,4R)-3-fluoro-2,2,6,6-tetramethylpiperidin-4-yl]oxy}pyridazin-3-yl)-5-(imidazo[1,2-b]pyridazin-6-yl)pyridin-3-ol dihydrochloride